(±)-1-(2-methyl-3-(2,2,2-trifluoroethoxy)phenyl)ethan-1-amine CC1=C(C=CC=C1OCC(F)(F)F)[C@@H](C)N |r|